2,N2,N7,N7-tetrakis(4-methoxyphenyl)spiro[fluorene-9,9'-xanthene]-2,7-diamine COC1=CC=C(C=C1)C1(CC2=C(C=C1)C1=CC=C(C=C1C21C2=CC=CC=C2OC=2C=CC=CC12)N(C1=CC=C(C=C1)OC)C1=CC=C(C=C1)OC)NC1=CC=C(C=C1)OC